5,5,6,6,7,7,8,8,8-Nonafluorooctyl ((R)-(((2R,3S,5R)-5-(6-amino-2-fluoro-9H-purin-9-yl)-2-ethynyl-3-hydroxytetrahydrofuran-2-yl)methoxy)(phenoxy)phosphoryl)-L-phenylalaninate NC1=C2N=CN(C2=NC(=N1)F)[C@H]1C[C@@H]([C@@](O1)(C#C)CO[P@@](=O)(OC1=CC=CC=C1)N[C@@H](CC1=CC=CC=C1)C(=O)OCCCCC(C(C(C(F)(F)F)(F)F)(F)F)(F)F)O